6-fluoro-quinolin-8-ylamine FC=1C=C2C=CC=NC2=C(C1)N